COC=1C=2N(C=CC1C(C)O)N=CC2[N+](=O)[O-] 1-(4-Methoxy-3-nitropyrazolo[1,5-a]pyridin-5-yl)ethan-1-ol